NC(C(=O)OCC)CCN ethyl 2,4-diaminobutyrate